C(C)(C)(C)OC(=O)N1CCC(=C(C1)C(=O)N1CCN(CC1)C1=NC=C(C=N1)C(F)(F)F)F 4-fluoro-5-(4-(5-(trifluoromethyl)pyrimidin-2-yl)piperazine-1-carbonyl)-3,6-dihydropyridine-1(2H)-carboxylic acid tert-butyl ester